4-(2-chloro-6-methylpyridin-3-yl)-2-(morpholin-4-yl)-8-(1H-pyrazol-5-yl)-1,7-naphthyridine ClC1=NC(=CC=C1C1=CC(=NC2=C(N=CC=C12)C1=CC=NN1)N1CCOCC1)C